(2R,4S)-4-(3-bromo-4-cyano-5-[[2-(morpholin-4-yl)ethyl]amino]pyrazol-1-yl)-2-(methoxymethyl)pyrrolidine-1-carboxylic acid tert-butyl ester C(C)(C)(C)OC(=O)N1[C@H](C[C@@H](C1)N1N=C(C(=C1NCCN1CCOCC1)C#N)Br)COC